4-cyclobutyl-6-(cyclobutylsulfinyl)-2-(pyrimidin-5-yl)thieno[2,3-d]pyrimidin-5-amine C1(CCC1)C=1C2=C(N=C(N1)C=1C=NC=NC1)SC(=C2N)S(=O)C2CCC2